C1(CC1)COC1=CC(=NC=C1)C=1N=C(C2=C(N1)CCC2)N(CC(=O)NC=2C=NC(=CC2)OC)C 2-({2-[4-(cyclopropylmethoxy)pyridin-2-yl]-5H,6H,7H-cyclopenta[d]pyrimidin-4-yl}(methyl)amino)-N-(6-methoxypyridin-3-yl)acetamide